tert-butyl [(2S)-6-chloro-2-({(3S)-4-[2-(4-chloro-3-fluorophenoxy)acetamido]-3-hydroxybicyclo[2.2.2]octan-1-yl}carbamoyl)-2,3-dihydro-4H-1,4-benzoxazin-4-yl]acetate ClC=1C=CC2=C(N(C[C@H](O2)C(NC23C[C@@H](C(CC2)(CC3)NC(COC3=CC(=C(C=C3)Cl)F)=O)O)=O)CC(=O)OC(C)(C)C)C1